FC=1C=C(C=CC1OC1=CC(=NC=C1)C=1C=NN(C1)CC(C)(C)O)NC(=O)C=1C(N(C(N(C1)C(C)C)=O)C1=CC=C(C=C1)F)=O N-(3-fluoro-4-((2-(1-(2-hydroxy-2-methylpropyl)-1H-pyrazol-4-yl)pyridin-4-yl)oxy)phenyl)-3-(4-fluorophenyl)-1-isopropyl-2,4-dioxo-1,2,3,4-tetrahydropyrimidin-5-carboxamide